3-(1-oxo-6-((3-(3-(4-(quinoxalin-2-yl)-1H-pyrazol-1-yl)cyclobutyl)propyl)amino)isoindolin-2-yl)piperidine-2,6-dione O=C1N(CC2=CC=C(C=C12)NCCCC1CC(C1)N1N=CC(=C1)C1=NC2=CC=CC=C2N=C1)C1C(NC(CC1)=O)=O